COC1=CC=C(C=C1)CC(=O)NC=1C=C(C(=O)NC2=C(C(=O)O)C=CC=C2)C=CC1 2-(3-(2-(4-methoxyphenyl)acetamido)benzamido)benzoic acid